O(C1=CC=CC=C1)C=1C=C(OC2CN(C2)C=2C(=C(C(=O)O)C=CC2)N2C=CC=C2)C=CC1 3-(3-(3-phenoxyphenoxy)azetidin-1-yl)-2-(1H-pyrrol-1-yl)benzoic acid